1-((3-((3-amino-5-chloropyrazin-2-yl)thio)-2-chlorophenyl)imino)tetrahydro-1H-1λ6-thiophen 1-oxide NC=1C(=NC=C(N1)Cl)SC=1C(=C(C=CC1)N=S1(CCCC1)=O)Cl